[O-]S(=O)(=O)C(F)(F)F.C[N+](C1=CC=CC=C1)(C)C N,N,N-trimethyl-anilinium triflate